N=1N(N=CC1)C1=NC=C(C=N1)OC1=CC=C(C=C1)C(C)(C)C1=CC=C(OC2CC(C2)N)C=C1 (1r,3r)-3-(4-(2-(4-((2-(2H-1,2,3-triazol-2-yl)pyrimidin-5-yl)oxy)phenyl)propan-2-yl)phenoxy)cyclobutane-1-amine